(3-hydroxy-2-ethyl-4-methyl-n-pentyl)-n-butyldiphenylphosphonium sulfate S(=O)(=O)([O-])[O-].OC(C(C[P+](C1=CC=CC=C1)(C1=CC=CC=C1)CCCC)CC)C(C)C.OC(C(C[P+](CCCC)(C1=CC=CC=C1)C1=CC=CC=C1)CC)C(C)C